(1-methyl-1H-indazol-6-yl)-1-phenylmethanesulfonamide CN1N=CC2=CC=C(C=C12)C(S(=O)(=O)N)C1=CC=CC=C1